[N+](=O)(O)[O-].CN Methylamine nitrate